Ammonium Persulfat S(=O)(=O)([O-])OOS(=O)(=O)[O-].[NH4+].[NH4+]